ClC=1C=C(C=CC1OC(F)(F)F)[C@@H](NC(=O)N1[C@@H](C(NCC1)=O)C)C1CC(C1)C(F)(F)F |o1:12| (2R)-N-((S or R)-(3-chloro-4-(trifluoro-methoxy)phenyl)(3-(trifluoromethyl)cyclobutyl)methyl)-2-methyl-3-oxopiperazine-1-carboxamide